6-(4-(4-(dimethoxymethyl)piperidin-1-yl)-2-methoxyphenyl)-1-fluoro-7-phenyl-3-(tetrahydro-2H-pyran-2-yl)-3,8,9,10-tetrahydrocyclohepta[e]indazole COC(C1CCN(CC1)C1=CC(=C(C=C1)C1=C(CCCC=2C=3C(=NN(C3C=CC21)C2OCCCC2)F)C2=CC=CC=C2)OC)OC